OC1=CC=C(C(=O)[O-])C=C1.[Na+].OC1=CC=C(C(=O)OCCCC)C=C1 butyl para-hydroxybenzoate sodium para-hydroxybenzoate